tert-butyl (3R,4R)-3-(4-(tert-butoxycarbonyl)phenyl)-4-(hydroxymethyl)piperidine-1-carboxylate C(C)(C)(C)OC(=O)C1=CC=C(C=C1)[C@@H]1CN(CC[C@H]1CO)C(=O)OC(C)(C)C